C(=O)O.NC(C(=O)N[C@H]1CCC=2C=3C1=C1C(=NC3C=C(C2C)F)C2=CC3=C(C(N2C1)=O)COC([C@]3(O)CC)=O)(C)C 2-amino-N-((1S,9S)-9-ethyl-5-fluoro-9-hydroxy-4-methyl-10,13-dioxo-2,3,9,10,13,15-hexahydro-1H,12H-benzo[de]pyrano[3',4':6,7]indolizino[1,2-b]quinolin-1-yl)-2-methylpropanamide formate